FC1=C(C(=O)[O-])C(=CC(=C1)C)F 2,6-difluoro-4-methylbenzoate